8-chloro-7-(2,6-difluorophenyl)-5-methyl-2-[(E)-2-ethoxyvinyl]-9-(trifluoromethyl)-5H-pyrimido[1,2-a][1,4]benzodiazepin-3-one ClC1=C(C=CC2=C1C(=NC(C=1N2C=C(C(N1)=O)\C=C\OCC)C)C1=C(C=CC=C1F)F)C(F)(F)F